2-[5-chloro-2-(difluoromethoxy)pyridin-4-yl]-1-[(2S)-7-methyl-6-(pyrimidin-2-yl)-3,4-dihydro-1H-spiro[1,8-naphthyridine-2,3'-pyrrolidin]-1'-yl]propan-1-one ClC=1C(=CC(=NC1)OC(F)F)C(C(=O)N1C[C@]2(CC1)NC1=NC(=C(C=C1CC2)C2=NC=CC=N2)C)C